3-fluoro-5-(trifluoromethyl)phenylacetic acid FC=1C=C(C=C(C1)C(F)(F)F)CC(=O)O